2-((5-(2,6-diazaspiro[3.4]octan-6-yl)-1,2,4-triazin-6-yl)oxy)-5-fluoro-N,N-diisopropylbenzamide C1NCC12CN(CC2)C=2N=CN=NC2OC2=C(C(=O)N(C(C)C)C(C)C)C=C(C=C2)F